FC1=C(CN2N=CC(=C2)C=2C(=NC(=CC2)C)C2=CC=C3C=C(N=NC3=C2)OC)C=CC=C1 7-{3-[1-(2-Fluorobenzyl)-1H-pyrazol-4-yl]-6-methylpyridin-2-yl}-3-methoxycinnolin